CC1=C(C(=CC=C1)C)[Si](COCC)(COCC)C1=C(C=CC=C1C)C bis(2,6-dimethylphenyl)bis(ethoxymethyl)silane